BrCC1=C(C#N)C=C(C(=C1)F)F 2-(bromomethyl)-4,5-difluorobenzonitrile